2-fluoro-3-[N-(cyanomethyl)benzamido]benzoic acid FC1=C(C(=O)O)C=CC=C1N(C(C1=CC=CC=C1)=O)CC#N